N-(6-(5-(Difluoromethyl)-3-(4-methyl-5-oxo-4,5-dihydro-1,3,4-oxadiazol-2-yl)-1H-pyrazol-1-yl)pyridin-3-yl)-2,6-difluorobenzamide FC(C1=CC(=NN1C1=CC=C(C=N1)NC(C1=C(C=CC=C1F)F)=O)C=1OC(N(N1)C)=O)F